(S)-N-(3-(N-(4-methyl-1-morpholino-1-oxopent-2-yl)sulfamoyl)phenyl)acetamide CC(C[C@@H](C(=O)N1CCOCC1)NS(=O)(=O)C=1C=C(C=CC1)NC(C)=O)C